3-bromo-N-((6-(1-methyl-4-(trifluoromethyl)-1H-imidazol-2-yl)pyridin-3-yl)methyl)-1H-1,2,4-triazol-5-amine BrC1=NNC(=N1)NCC=1C=NC(=CC1)C=1N(C=C(N1)C(F)(F)F)C